3-(2-((S)-3,3-difluoro-2-methylazetidin-1-yl)-7,7-difluoro-6,7-dihydro-5H-cyclopenta[d]pyrimidin-4-yl)-5-((S)-pyrrolidin-3-yl)-1,2,4-oxadiazole FC1([C@@H](N(C1)C=1N=C(C2=C(N1)C(CC2)(F)F)C2=NOC(=N2)[C@@H]2CNCC2)C)F